[4-(4-chlorophenoxy)-2-trifluoromethyl-phenyl]ethanone ClC1=CC=C(OC2=CC(=C(C=C2)C(C)=O)C(F)(F)F)C=C1